[N+](=O)([O-])C1=C2C=CC=C(C2=CC=C1)C1=NC(=C2N1CCNC2)C(=O)NC2CCOCC2 3-(5-nitronaphthalen-1-yl)-N-(tetrahydro-2H-pyran-4-yl)-5,6,7,8-tetrahydroimidazo[1,5-a]Pyrazine-1-carboxamide